N-benzyl-N-(4-fluorophenyl)-3-hydroxy-4-(2-(pyrrolidin-1-yl)benzoylamino)benzamide C(C1=CC=CC=C1)N(C(C1=CC(=C(C=C1)NC(C1=C(C=CC=C1)N1CCCC1)=O)O)=O)C1=CC=C(C=C1)F